FC1(CN(CC1)C=1C=2N(N=C(C1)C=1C(NC(NC1)=O)=O)C=CN2)C2=CC=C(C=C2)F 5-(8-(3-fluoro-3-(4-fluorophenyl)pyrrolidin-1-yl)imidazo[1,2-b]pyridazin-6-yl)pyrimidine-2,4(1H,3H)-dione